C(C1=CC=CC=C1)OC(=O)N(CCC(NCCOCCOCCOCCOCCOCCOCCOCCOCCC(NCCCCCC(NCCCC[C@H](NC(N[C@@H](CCC(OC(C)(C)C)=O)C(=O)OC(C)(C)C)=O)C(=O)OC(C)(C)C)=O)=O)=O)CCC(=O)O (7S,11S)-55-((benzyloxy)carbonyl)-7,11-bis(tert-butoxycarbonyl)-2,2-dimethyl-4,9,17,24,52-pentaoxo-3,27,30,33,36,39,42,45,48-nonaoxa-8,10,16,23,51,55-hexaazaoctapentacontan-58-oic acid